BrC1=C(C(=CC(=C1)C(C(F)(F)F)(C(F)(F)F)F)C(F)(F)F)NC(C1=CC(=C(C=C1)F)[N+](=O)[O-])=O N-[2-bromo-4-(heptafluoropropan-2-yl)-6-(trifluoromethyl)benzeneyl]-4-fluoro-3-nitrobenzamide